[Cl-].CO[Hf+](OC)OC Trimethoxyhafnium chloride